3-(4-(9-(4-((3R,5R)-5-((5-bromo-1-methyl-6-oxo-1,6-dihydropyridazin-4-yl)amino)-1-methylpiperidin-3-yl)phenyl)-3,9-diazaspiro[5.5]undecan-3-yl)-2-methylphenyl)piperidine-2,6-dione BrC1=C(C=NN(C1=O)C)N[C@@H]1C[C@@H](CN(C1)C)C1=CC=C(C=C1)N1CCC2(CCN(CC2)C2=CC(=C(C=C2)C2C(NC(CC2)=O)=O)C)CC1